C(C)(C)(C)[Si](C(C)(C)C)(C(C)(C)C)Cl tri-tert-butyl-silicon chloride